2-[p-(4-aminomethylcyclohexylcarbonyl)phenyl]ethanol NCC1CCC(CC1)C(=O)C1=CC=C(C=C1)CCO